(R)-(3-(dimethylamino)pyrrolidin-1-yl)(7-methyl-4-morpholino-2-(3-(m-tolyl)-1H-pyrazol-1-yl)thieno[3,2-d]pyrimidin-6-yl)methanone CN([C@H]1CN(CC1)C(=O)C1=C(C=2N=C(N=C(C2S1)N1CCOCC1)N1N=C(C=C1)C=1C=C(C=CC1)C)C)C